NNC(=O)N amino(urea)